C1=CC=CC=2C3=CC=CC=C3N(C12)C1(CC(C#N)=C(C(=C1N1C2=CC=CC=C2C=2C=CC=CC12)N1C2=CC=CC=C2C=2C=CC=CC12)N1C2=CC=CC=C2C=2C=CC=CC12)C#N 3,4,5,6-tetrakis(9H-carbazol-9-yl)isophthalonitrile